(2RS)-4,4-difluoro-2-(4-fluorophenyl)-N-{4-[7-(pyridin-2-yl)-5H-pyrrolo[2,3-b]pyrazin-6-yl]pyridin-2-yl}butanamide FC(C[C@@H](C(=O)NC1=NC=CC(=C1)C1=C(C=2C(=NC=CN2)N1)C1=NC=CC=C1)C1=CC=C(C=C1)F)F |r|